NCCOCCOCCOCC(F)(F)C1=CN=CC(=N1)N[C@@H]1[C@H]([C@H]([C@H](OC1CCC)CO)O)O (2R,3R,4R,5R)-5-[[6-[2-[2-[2-(2-aminoethoxy)ethoxy]ethoxy]-1,1-difluoro-ethyl]pyrazin-2-yl]amino]-2-(hydroxymethyl)-6-propyl-tetrahydropyran-3,4-diol